6-[5-bromo-2-(4-{2-[(2r,6s)-4,4-difluoro-2,6-dimethylpiperidin-1-yl]-6-methylpyridin-4-yl}-1H-1,2,3-triazol-1-yl)phenyl]-6-azaspiro[2.5]octane BrC=1C=CC(=C(C1)N1CCC2(CC2)CC1)N1N=NC(=C1)C1=CC(=NC(=C1)C)N1[C@@H](CC(C[C@@H]1C)(F)F)C